1,10-Diaminodecan NCCCCCCCCCCN